CC1=NC(=CC(=C1)C(=O)O)S(=O)(=O)C 2-methyl-6-(methylsulfonyl)-4-pyridinecarboxylic acid